Benzyl 4-[[4-[(1-tert-butoxycarbonyl-4-piperidyl)oxy]cyclohexyl]methyl]-3,3-dimethyl-piperazine-1-carboxylate C(C)(C)(C)OC(=O)N1CCC(CC1)OC1CCC(CC1)CN1C(CN(CC1)C(=O)OCC1=CC=CC=C1)(C)C